5-(5-cyclopropyl-4-(5-(piperidin-4-yl)pyrimidin-2-yl)isoxazol-3-yl)-7-isopropyl-7H-pyrrolo[2,3-d]pyrimidin-4-amine C1(CC1)C1=C(C(=NO1)C1=CN(C=2N=CN=C(C21)N)C(C)C)C2=NC=C(C=N2)C2CCNCC2